8-(3-aminophenyl)-N-(4-(4-methylpiperazin-1-yl)phenyl)quinazolin-2-amine NC=1C=C(C=CC1)C=1C=CC=C2C=NC(=NC12)NC1=CC=C(C=C1)N1CCN(CC1)C